neopentyl glycol di-caprate C(=O)(CCCCCCCCC)OCC(C)(COC(=O)CCCCCCCCC)C